(S)-5-piperidone N1CCCC(C1)=O